N=1N=CN2C1C=CC(=C2)C2=CN=C(S2)N 5-([1,2,4]triazolo[4,3-a]pyridin-6-yl)thiazol-2-amine